C1(=CC=CC=C1)\C(=C/1\C(N\C(\C(N1)=O)=C(\[2H])/C=1N=CNC1C(C)(C)C)=O)\[2H] (3Z,6Z)-3-(phenylmethylene-d)-6-((5-(tert-butyl)-1H-imidazol-4-yl)methylene-d)piperazine-2,5-dione